[Si](C1=CC=CC=C1)(C1=CC=CC=C1)(C(C)(C)C)OC1CC2C(C2C1)C1=NC(=NN1C(C)C)I 5-(3-((tert-butyldiphenylsilyl)oxy)bicyclo[3.1.0]hexane-6-yl)-3-iodo-1-isopropyl-1H-1,2,4-triazole